C[N+]1(C(CCC1)C(=O)O)C 1,1-dimethylpyrrolidin-1-ium-2-carboxylic acid